1-[4-(Azetidin-3-yl)phenyl]-3-(2,2,2-trifluoroethoxy)azetidine N1CC(C1)C1=CC=C(C=C1)N1CC(C1)OCC(F)(F)F